BrC1=CC=C(C=C1)C=1N=C(N(N1)C)N 5-(4-bromophenyl)-2-methyl-1,2,4-triazol-3-amine